tert-Butyl (2-fluoro-4-{[4-(4,4,5,5-tetramethyl-1,3,2-dioxaborolan-2-yl)-1,3-thiazol-2-yl]oxy}phenyl)carbamate FC1=C(C=CC(=C1)OC=1SC=C(N1)B1OC(C(O1)(C)C)(C)C)NC(OC(C)(C)C)=O